6-(3-amino-6-(1-(2-morpholinoethyl)-1H-pyrazol-4-yl)pyrazin-2-yl)-2-(3,5-dimethoxyphenyl)pyridazin-3(2H)-one NC=1C(=NC(=CN1)C=1C=NN(C1)CCN1CCOCC1)C=1C=CC(N(N1)C1=CC(=CC(=C1)OC)OC)=O